1-(6-(6-(phenylamino)pyridinyloxy)piperidin-4-yl)pyridinylamide C1(=CC=CC=C1)NC1=CC=CC(=N1)OC1CC(CCN1)N1C(C=CC=C1)[NH-]